C(#N)[C@H](CC1=CC=C(C=C1)C=1C=CC2=C(N(C(O2)=O)C)C1)NC(=O)[C@H]1OCC(CNC1)(C(F)(F)F)O (2S)-N-((S)-1-cyano-2-(4-(3-methyl-2-oxo-2,3-dihydrobenzo[d]oxazol-5-yl)phenyl)ethyl)-6-hydroxy-6-(trifluoromethyl)-1,4-oxazepane-2-carboxamide